C1(CC1)C=1N=CC2=C3C(=CC(=C2C1)S(NCC(C)C)(=O)=O)[C@@H](C[C@H]3NC(C(C)C)=O)NC(=O)C=3C=NC=CC3 |r| N-[Trans-(7RS,9RS)-3-cyclopropyl-9-(2-methylpropanoylamino)-5-(2-methylpropylsulfamoyl)-8,9-dihydro-7H-cyclopenta[h]isochinolin-7-yl]pyridin-3-carboxamid